C1(C(C(C(C1)CO)CO)CO)CO 1,2,3,4-cyclopentanetetrayl-tetramethanol